N-tert-butyl-2,3-dichloro-6-iodo-benzamide C(C)(C)(C)NC(C1=C(C(=CC=C1I)Cl)Cl)=O